2-(2-chloropyridin-3-yl)-2-methylpropanoic acid ClC1=NC=CC=C1C(C(=O)O)(C)C